(S)-1-(6-(3-Chloro-1H-pyrrolo[2,3-b]pyridin-5-yl)-8-((S)-pyrrolidin-2-yl)-3,4-dihydroisoquinoline-2(1H)-yl)-3,3,3-trifluoro-2-hydroxy-2-methylpropan-1-one ClC1=CNC2=NC=C(C=C21)C=2C=C1CCN(CC1=C(C2)[C@H]2NCCC2)C([C@](C(F)(F)F)(C)O)=O